N-(4-cyclohexyl-1-(6-methyl-4,8-dioxo-1,3,6,2-dioxazaborocan-2-yl)but-2-yn-1-yl)-4-nitrobenzenesulfonamide C1(CCCCC1)CC#CC(B1OC(CN(CC(O1)=O)C)=O)NS(=O)(=O)C1=CC=C(C=C1)[N+](=O)[O-]